3-(N'-hydroxycarbamimidoyl)-2-methyl-4-methanesulfonylbenzoic acid ON=C(N)C=1C(=C(C(=O)O)C=CC1S(=O)(=O)C)C